6-methyl-5-(8-methyl-[1,2,4]triazolo[1,5-a]pyridin-6-yl)-1-(1-methylpiperidin-4-yl)-1,3-dihydro-2H-benzo[d]imidazol-2-one CC=1C(=CC2=C(N(C(N2)=O)C2CCN(CC2)C)C1)C=1C=C(C=2N(C1)N=CN2)C